CN1N=C(C(=C1)C1=NN=CO1)C(F)(F)F 5-(1-methyl-3-(trifluoromethyl)-1H-pyrazol-4-yl)-1,3,4-oxadiazol